N-((1S)-(4,4-difluorocyclohexyl)(7-(hydroxymethyl)-6-(((5R)-2-oxo-5-(trifluoromethyl)piperidin-3-yl)methyl)imidazo[1,2-b]pyridazin-2-yl)methyl)-1-ethyl-1H-pyrazole-5-carboxamide FC1(CCC(CC1)[C@H](NC(=O)C1=CC=NN1CC)C=1N=C2N(N=C(C(=C2)CO)CC2C(NC[C@@H](C2)C(F)(F)F)=O)C1)F